(S)-8-hydroxy-7-methoxy-1,10,11,11a-tetrahydro-3H,5H-spiro[benzo[e]pyrrolo[1,2-a][1,4]diazepine-2,1'-cyclopropane]-5-one OC=1C(=CC2=C(NC[C@H]3N(C2=O)CC2(CC2)C3)C1)OC